2-phenethyl-6-(pyridin-3-yl)isoquinolin-1(2H)-one C(CC1=CC=CC=C1)N1C(C2=CC=C(C=C2C=C1)C=1C=NC=CC1)=O